ClC1=C(C=C(CNC2CN(CCC2)C=2N=NC(=CC2)C2=C(C=CC=C2)OC)C=C1)C(F)(F)F N-(4-chloro-3-(trifluoromethyl)benzyl)-1-(6-(2-methoxyphenyl)pyridazin-3-yl)piperidin-3-ylamine